COC1=C(C=C(C2=CC=CC=C12)OC)N1NC=CN=C1 2-(1,4-dimethoxynaphthyl)-1,2,4-triazine